C1(CCC2=C1C=CC=C2)=O.[Na] sodium benzocyclopentanone